C(C)(C)(C)OC(=O)NCC1=NC=CC(=C1F)C1=CC(=CC=2C=COC21)COC2=C(C=CC=C2)C(C(=O)OCC)CC ethyl 2-(2-((7-(2-{{{tert-butoxycarbonyl}amino}methyl}-3-fluoropyridin-4-yl)benzofuran-5-yl)methoxy)phenyl)butanoate